COC=1C(=CC=2CCN3C(C2C1)CC=1C=CC(=C(C1C3)OCC3=CC=CC=C3)OC)OC 2,3,10-trimethoxy-9-(phenylmethoxy)-5,6,7,8,13,13a-hexahydroisoquinolino[3,2-a]isoquinoline